COC(C=CC1=CC=C(C=C1)O)=O 4-hydroxycinnamic acid methyl ester